CN(CCCOC1=NC=C(C=C1)C=1C=CC=2N(C1)C=1C(=NC=CC1N2)N2CCOCC2)C N,N-dimethyl-3-((5-(1-morpholinoimidazo[1,2-a:5,4-c']dipyridin-8-yl)pyridin-2-yl)oxy)propan-1-amine